4-(2-(3-fluorobenzoyl)hydrazine-1-carbonyl)-N-(4-methoxybenzyl)-N-(3,4,5-trimethoxyphenyl)benzamide FC=1C=C(C(=O)NNC(=O)C2=CC=C(C(=O)N(C3=CC(=C(C(=C3)OC)OC)OC)CC3=CC=C(C=C3)OC)C=C2)C=CC1